1-methyl-3-ethoxymethylimidazole bis(trifluoromethanesulfonyl)imide salt [N-](S(=O)(=O)C(F)(F)F)S(=O)(=O)C(F)(F)F.CN1CN(C=C1)COCC